(1S,2R)-2-tosylcyclopentane-1-carboxylic acid S(=O)(=O)(C1=CC=C(C)C=C1)[C@H]1[C@@H](CCC1)C(=O)O